7-(4-{5-[5-Fluoro-6-(2-methoxyethoxy)-1H-indazol-3-yl]-1,2-oxazol-3-yl}benzoyl)-2-oxa-7-azaspiro[4.4]nonane FC=1C=C2C(=NNC2=CC1OCCOC)C1=CC(=NO1)C1=CC=C(C(=O)N2CC3(CCOC3)CC2)C=C1